(1s,3s)-3-((6-(4-formyl-3-methylisoxazol-5-yl)-2-methylpyridin-3-yl)oxy)cyclohexane-1-carboxylic acid isopropyl ester C(C)(C)OC(=O)[C@@H]1C[C@H](CCC1)OC=1C(=NC(=CC1)C1=C(C(=NO1)C)C=O)C